2-((6-(2-chloro-3-(5-chloro-6-(4-((6-hydroxy-2-azaspiro[3.3]heptan-2-yl)methyl)-3-methoxyphenyl)pyrimidin-4-yl)phenyl)-2-methoxypyridin-3-yl)methyl)-2-azaspiro[3.3]heptan-6-ol ClC1=C(C=CC=C1C1=NC=NC(=C1Cl)C1=CC(=C(C=C1)CN1CC2(C1)CC(C2)O)OC)C2=CC=C(C(=N2)OC)CN2CC1(C2)CC(C1)O